Benzyl (1R,3R,5R)-2-(5-bromo-2-methylisonicotinoyl)-2-azabicyclo[3.1.0]hexane-3-carboxylate BrC1=CN=C(C=C1C(=O)N1[C@@H]2C[C@@H]2C[C@@H]1C(=O)OCC1=CC=CC=C1)C